CC1=C(C(NC(=C1)C)=O)CNC(=O)C=1C(=C(N2C=C(C=C2C1)C(=O)O)C(C)N1CCOCC1)C 7-(((4,6-dimethyl-2-oxo-1,2-dihydropyridin-3-yl)methyl)carbamoyl)-6-methyl-5-(1-morpholinoethyl)indolizine-2-carboxylic acid